3-(imidazo[1,2-a]pyridin-6-yl)-5-(1-methyl-1H-pyrazol-4-yl)thieno[3,2-b]pyridine N=1C=CN2C1C=CC(=C2)C2=CSC=1C2=NC(=CC1)C=1C=NN(C1)C